C[C@@H]1N(CCN(C1)C1=C(C(=C(C(=C1SC)F)F)F)F)C(=O)OC(C)(C)C tert-butyl (S)-2-methyl-4-(2,3,4,5-tetrafluoro-6-(methylthio)phenyl)piperazine-1-carboxylate